ethyl 4-ethoxy-6-formyl-2-(methylthio)pyrimidine-5-carboxylate C(C)OC1=NC(=NC(=C1C(=O)OCC)C=O)SC